1-(6-bromohexyl)-1,1,3,3-tetramethyl-3-(((9Z,12Z)-1-(((9Z,12Z)-octadeca-9,12-dien-1-yl)oxy)octadeca-9,12-dien-1-yl)oxy)disiloxane BrCCCCCC[Si](O[Si](OC(CCCCCCC\C=C/C\C=C/CCCCC)OCCCCCCCC\C=C/C\C=C/CCCCC)(C)C)(C)C